C1(CCCC1)C1=C(C=C(CO)C=C1OC)OC 4-Cyclopentyl-3,5-dimethoxybenzyl alcohol